Br[C@@H](C(=O)OC)CC(C)C methyl (R)-2-bromo-4-methylpentanoate